C[N+]1=CC=C(C=C1)C=CC1=CC=C(C=C1)C=O 1-methyl-4-(p-formylstyryl)pyridinium